(S)-2-(5-(6-chloro-7-fluoro-3-(1H-imidazol-1-yl)-5-methoxy-1-methyl-1H-indol-2-yl)-4H-1,2,4-triazol-3-yl)-2-methoxy-N,N-dimethylethan-1-amine ClC1=C(C=C2C(=C(N(C2=C1F)C)C=1NC(=NN1)[C@H](CN(C)C)OC)N1C=NC=C1)OC